BrC1=CC(=C2C(=CC=C3C4=C(C=C(C=5C(=CC=C(C1=C23)C45)C(=O)O)C(=O)O)Br)C(O)=N)C(O)=N 1,7-dibromoperylene-3,4,9,10-tetracarboxylic acid diimide